P(=S)(OCCCCCCCCCCCCCCCC)(OCCCCCCCCCCCCCCCC)OCCCCCCCCCCCCCCCC tri(hexadecyl) thiophosphate